Gold-iron [Fe].[Au]